4-(3-cyclopropyl-4-ethyl-5-oxo-4,5-dihydro-1H-1,2,4-triazol-1-yl)-5-fluoro-N-(2-fluorophenyl)-2-{[(2S)-1,1,1-trifluoropropan-2-yl]oxy}benzamide C1(CC1)C1=NN(C(N1CC)=O)C1=CC(=C(C(=O)NC2=C(C=CC=C2)F)C=C1F)O[C@H](C(F)(F)F)C